L-2-bromopropionate BrC(C(=O)[O-])C